BrCCO[Si](C)(C)C(C)(C)C (2-Bromoethoxy)(t-butyl)dimethylsilane